BrC=1C=C(C2=C(C(=CO2)CO)C1)OCCF (5-bromo-7-(2-fluoroethoxy)benzofuran-3-yl)methanol